C(CCC)C(C(=O)OCC1CO1)=C glycidyl (alpha-butylacrylate)